C(C1=CC=CC=C1)OC=1C(=C(OCC(=O)OCC2=CC=CC=C2)C=C(C1)OCC)C=O Benzyl 2-(3-(benzyloxy)-5-ethoxy-2-formylphenoxy)acetate